C(C)O\C(=C/OC1=CC=C(C=C1)CN1N=CC(=C1)C(=O)OCC)\C(F)(F)F ethyl 1-[(4-{[(1Z)-2-ethoxy-3,3,3-trifluoro-1-propen-1-yl]oxy}phenyl)methyl]-1H-pyrazole-4-carboxylate